Racemic-6-(3-(((4-fluoro-3-methoxyphenyl)(phenyl)methyl)glycyl)-3,8-diazabicyclo[3.2.1]octan-8-yl)nicotinonitrile FC1=C(C=C(C=C1)C(C1=CC=CC=C1)NCC(=O)N1CC2CCC(C1)N2C2=NC=C(C#N)C=C2)OC